methylamine hypophosphite [PH2](=O)O.CN